2-oxo-3-hydroxybutyric acid O=C(C(=O)O)C(C)O